COC1=CC2=C(N(C=N2)C2=CC=C(C(=N2)C2=C(C=C(C=C2)F)OC)[C@H](C)O)C=C1OC (S)-1-(6-(5,6-Dimethoxy-1H-benzo[d]imidazol-1-yl)-2-(4-fluoro-2-methoxyphenyl)pyridin-3-yl)ethan-1-ol